P(=O)([O-])([O-])[O-].C(CCCCCCCCCCCC)[NH3+].C(CCCCCCCCCCCC)[NH3+].C(CCCCCCCCCCCC)[NH3+] tridecyl-ammonium phosphate